6-(2-ethoxy-2-oxoethoxy)pyrimidine-4-carboxylic acid hydrochloride Cl.C(C)OC(COC1=CC(=NC=N1)C(=O)O)=O